[(2-fluoro-4-iodobutyl)(methyl)amino]Benzyl-methane FC(CN(C)CCC1=CC=CC=C1)CCI